OC1CC(C1)C(=O)N 3-hydroxycyclobutane-1-carboxamide